C1=CC=CC=2SC3=CC=CC=C3[CH-]C12.C1=CC=CC=2SC3=CC=CC=C3[CH-]C12.[Mg+2] magnesium bis(9H-thioxanthen-9-ide)